[N+](=O)([O-])C1=CC(=C(C=C1)C(CCCC)O)C1=NN=NN1 1-(4-Nitro-2-(1H-tetrazol-5-yl)phenyl)pentan-1-ol